ClC=1C(=C2C=NNC2=CC1C)C=1C(=NN(C1C)C1CC2(CN(C2)C(C=C)=O)C1)N1C2(CCC2)CN(CC1)CC(C)(C)O 1-(6-(4-(5-Chloro-6-methyl-1H-indazol-4-yl)-3-(8-(2-hydroxy-2-methylpropyl)-5,8-diazaspiro[3.5]nonan-5-yl)-5-methyl-1H-pyrazol-1-yl)-2-azaspiro[3.3]heptan-2-yl)prop-2-en-1-one